tridecafluorooctyl methacrylate tridecafluorooctyl-acrylate FC(C(C(C(C(F)(F)OC(C=C)=O)(F)F)(F)F)(F)F)(CCC(F)(F)F)F.C(C(=C)C)(=O)OC(C(C(C(C(CCC(F)(F)F)(F)F)(F)F)(F)F)(F)F)(F)F